N-(4-(1-(2-chloronicotinyl)-3-methyl-1,2,3,6-tetrahydropyridin-4-yl)-1H-pyrrolo[2,3-b]pyridin-6-yl)cyclopropylcarboxamide ClC1=C(CN2CC(C(=CC2)C2=C3C(=NC(=C2)NC(=O)C2CC2)NC=C3)C)C=CC=N1